BrC1=NC=CC(=C1)[C@@H](CC(=O)O)CC(=O)OC (S)-3-(2-bromopyridin-4-yl)-5-methoxy-5-oxopentanoic acid